NC1=C(C=CC=C1)CC(=O)NC=1C=C(C=CC1)NC(=O)C=1C=CC2=C(N=NS2)C1 N-(3-(2-(2-aminophenyl)acetamido)phenyl)benzo[d][1,2,3]thiadiazole-5-carboxamide